2-(fluoromethyl)tetrahydrofuran-3,4-diyl diacetate C(C)(=O)OC1C(OCC1OC(C)=O)CF